ClP(=O)(OC1=CC=CC=C1)N[C@@H](C)C(=O)OC methyl (chloro (phenoxy) phosphoryl)-L-alaninate